2-(4-bromophenyl)pyrrolidine-1-carboxylic acid tert-butyl ester C(C)(C)(C)OC(=O)N1C(CCC1)C1=CC=C(C=C1)Br